C(C)(C)OC=1C(=CC2=CN(N=C2C1)[C@@]12CO[C@@](CC1)(C2)C)C(=O)NC=2C=NN1C2N=CC=C1 6-isopropoxy-2-((1S,4S)-1-methyl-2-oxabicyclo[2.2.1]heptan-4-yl)-N-(pyrazolo[1,5-a]pyrimidin-3-yl)-2H-indazole-5-carboxamide